4-(6-(tert-Butylsulfonyl)imidazo[1,2-a]pyridin-3-yl)-6-fluoro-N-(4-methoxybenzyl)pyridin-2-amine C(C)(C)(C)S(=O)(=O)C=1C=CC=2N(C1)C(=CN2)C2=CC(=NC(=C2)F)NCC2=CC=C(C=C2)OC